ClC1=CC(=C(C=C1)C1(CN(C2=C(OC1)C=CC=C2C2CCN(CC2)CC2=NC1=C(N2C[C@H]2OCC2)C=C(C=C1)C(=O)O)C)C)F 2-((4-(3-(4-Chloro-2-fluorophenyl)-3,5-dimethyl-2,3,4,5-tetrahydrobenzo[b][1,4]oxaazepin-6-yl)piperidin-1-yl)methyl)-1-(((S)-oxetan-2-yl)methyl)-1H-benzo[d]imidazol-6-carboxylic acid